tert-butyl N-[8-bromo-7-fluoro-2,5-dioxo-1-[(4-phenoxyphenyl)methyl]-3,4-dihydro-1-benzazepin-3-yl]carbamate BrC1=CC2=C(C(CC(C(N2CC2=CC=C(C=C2)OC2=CC=CC=C2)=O)NC(OC(C)(C)C)=O)=O)C=C1F